6-butyl-2-(carboxymethoxy)-4-phenylquinoline-3-carboxylic acid C(CCC)C=1C=C2C(=C(C(=NC2=CC1)OCC(=O)O)C(=O)O)C1=CC=CC=C1